6-chloro-N-(4,4-difluorocyclohexyl)-2-(1,5-dimethyl-1H-pyrrol-2-yl)pyrimidin-4-amine ClC1=CC(=NC(=N1)C=1N(C(=CC1)C)C)NC1CCC(CC1)(F)F